[N+](#[C-])CN1N=NC2=C1C=CC=C2 1-(ISOCYANOMETHYL)-1H-BENZOTRIAZOLE